(S)-tert-butyl 7-cyano-1-((R)-(1,1-dimethylethylsulfinamido))-1,3-dihydrospiro[indene-2,4'-piperidine]-1'-carboxylate C(#N)C=1C=CC=C2CC3(CCN(CC3)C(=O)OC(C)(C)C)[C@@H](C12)N[S@](=O)C(C)(C)C